ClC=1C=NC(=C(C(=O)NC2CCC(CC2)CN2C(C(C3=CC(=CC=C23)F)(O)C2=C(C=CC(=C2)F)F)=O)C1)C(F)F 5-chloro-2-(difluoromethyl)-N-((1r,4r)-4-((3-(2,5-difluorophenyl)-5-fluoro-3-hydroxy-2-oxoindolin-1-yl)methyl)cyclohexyl)nicotinamide